6-chloro-5-fluoro-N-((3R,4R)-3-fluoro-1-(methylsulfonyl)piperidin-4-yl)-7-isopropylpyrrolo[2,1-f][1,2,4]triazin-2-amine ClC=1C(=C2C=NC(=NN2C1C(C)C)N[C@H]1[C@@H](CN(CC1)S(=O)(=O)C)F)F